4-Fluorophenyl (5-chloro-4,6-dimethylisoxazolo[5,4-b]pyridin-3-yl)carbamat ClC=1C(=C2C(=NC1C)ON=C2NC(OC2=CC=C(C=C2)F)=O)C